C(C)C(COC(CC(CCCCCCCCC(=O)OCC(CCCC)CC)CC)=O)CCCC beta-ethyldodecanedioic acid bis(2-ethylhexyl) ester